COC1=CC=C(C=C1)CN1C(C(CCC1=O)N1C(N(C2=C1C=CC(=C2)B2OC(C(O2)(C)C)(C)C)C)=O)=O 1-[(4-methoxyphenyl)methyl]-3-[3-methyl-2-oxo-5-(4,4,5,5-tetramethyl-1,3,2-dioxaborolan-2-yl)benzimidazol-1-yl]piperidine-2,6-dione